FC1=CC=C(C=C1)C1=NN(C=C1C=1C2=C(N=CN1)OC(=C2)C=2N=CN(C2)C)C2CC(C2)OCC2=CC=CC=C2 (4-fluorophenyl)-4-[6-(1-methylimidazol-4-yl)furo[2,3-d]pyrimidin-4-yl]-1-[3-(benzyloxy)cyclobutyl]pyrazole